N-[acetyl]glycyl-L-proline C(C)(=O)NCC(=O)N1[C@@H](CCC1)C(=O)O